4-(((1-(4-bromo-3-fluorophenyl)piperidin-4-yl)oxy)methyl)-5-cyclopropyl-3-(2,6-dichlorophenyl)isoxazole BrC1=C(C=C(C=C1)N1CCC(CC1)OCC=1C(=NOC1C1CC1)C1=C(C=CC=C1Cl)Cl)F